FC(N1N=CC(=C1)C1=CC(=C(C=C1)NC1=NC=C2N(C(N(C2=N1)C1(CCOCC1)C#N)=O)C)C)F 4-(2-((4-(1-(Difluoromethyl)-1H-pyrazol-4-yl)-2-methylphenyl)amino)-7-methyl-8-Oxo-7,8-dihydro-9H-purin-9-yl)tetrahydro-2H-pyran-4-carbonitrile